1-ethyl-2,3-dimethylimidazolium bis(trifluoromethylsulfonyl)imide [N-](S(=O)(=O)C(F)(F)F)S(=O)(=O)C(F)(F)F.C(C)N1C(=[N+](C=C1)C)C